FC1=NC=C(C=C1\C=N\NC(=O)C1=NC(=CN=C1)C=1C=NC(=CC1)OC1CN(C1)C)OC (E)-N'-((2-fluoro-5-methoxypyridin-3-yl)methylene)-6-(6-((1-methylazetidin-3-yl)oxy)pyridin-3-yl)pyrazine-2-carbohydrazide